CC(=C)C1=CC=CC=C1 ALPHA-METHYLSTYRENE